O[C@@H](CC(=O)O)C 3R-hydroxybutyric acid